4-(6-prop-2-enoyloxyhexyloxy)benzoic acid C(C=C)(=O)OCCCCCCOC1=CC=C(C(=O)O)C=C1